3,5-Bis(2-nitrobenzoylamino)benzotrifluoride tert-butyl-(4R)-3-[2-(4-chlorothieno[2,3-d]pyridazin-7-yl)-5-fluoro-phenoxy]-4-methoxy-pyrrolidine-1-carboxylate C(C)(C)(C)OC(=O)N1CC([C@@H](C1)OC)OC1=C(C=CC(=C1)F)C=1N=NC(=C2C1SC=C2)Cl.[N+](=O)([O-])C2=C(C(=O)NC=1C=C(C=C(C1)NC(C1=C(C=CC=C1)[N+](=O)[O-])=O)C(F)(F)F)C=CC=C2